(aminoethylaminomethyl)-phenethyltriethoxysilane NCCNCCCO[Si](OCC)(OCC)CCC1=CC=CC=C1